tert-butyl (3R,4R)-4-((4-(3-(2,6-dioxopiperidin-3-yl)-5-fluoro-1-methyl-1H-indazol-6-yl)piperidin-1-yl)methyl)-3-methylpiperidine-1-carboxylate O=C1NC(CCC1C1=NN(C2=CC(=C(C=C12)F)C1CCN(CC1)C[C@H]1[C@H](CN(CC1)C(=O)OC(C)(C)C)C)C)=O